ClC=1C=C(C=CC1)[C@@H](CO)NC(=O)C=1OC=C(N1)C1=NC(=NC=C1C)NC=1C(=NOC1)C (S)-N-(1-(3-chlorophenyl)-2-hydroxyethyl)-4-(5-methyl-2-((3-methylisoxazol-4-yl)amino)pyrimidin-4-yl)oxazole-2-carboxamide